COC=1C=C(CCNC2=CC=C(C=O)C=C2)C=CC1OC 4-(3,4-dimethoxyphenethyl)aminobenzaldehyde